NC1=[N+](C=CC(=C1)S(NC1=CC=C(C=C1)Cl)(=O)=O)[O-] 2-amino-4-(N-(4-chlorophenyl)sulfamoyl)pyridine 1-oxide